(3S)-3-[5-(1,8-naphthyridin-2-yl)-1-oxo-2,3-dihydro-1H-isoindol-2-yl]piperidine-2,6-dione N1=C(C=CC2=CC=CN=C12)C=1C=C2CN(C(C2=CC1)=O)[C@@H]1C(NC(CC1)=O)=O